N-(2-(1-methyl-1H-pyrazol-4-yl)benzyl)-N-(2-oxoethyl)ethenesulfonamide CN1N=CC(=C1)C1=C(CN(S(=O)(=O)C=C)CC=O)C=CC=C1